1-[4-(cyanomethyl)-1-[[3-hydroxy-4-(triazol-2-yl)phenyl]methyl]-4-piperidyl]-3-(cyclopropanecarbonylamino)pyrazole-4-carboxamide C(#N)CC1(CCN(CC1)CC1=CC(=C(C=C1)N1N=CC=N1)O)N1N=C(C(=C1)C(=O)N)NC(=O)C1CC1